FC(C(=O)O)(F)F.COC1=NC=CC(=C1)C=1C(=C2CCCC2=CC1)CC(=O)O 2-(5-(2-Methoxypyridin-4-yl)-2,3-dihydro-1H-inden-4-yl)acetic acid, trifluoroacetic acid salt